NC1=CC(=NC(=C1)C(F)(F)F)[C@@H](C)NC1=NC(=NC2=CC(=C(C=C12)OCCOC)OC)C (R)-N-(1-(4-amino-6-(trifluoromethyl)pyridin-2-yl)ethyl)-7-methoxy-6-(2-methoxyethoxy)-2-methylquinazolin-4-amine